C(C1=CC=CC=C1)(=O)O[C@H]1[C@H]([C@@H](O[C@@H]1CO)N1C=NC=2C(=O)NC(N)=NC12)O 3'-O-benzoyl-guanosine